3-(2-Chloro-3-bromoanilino)-6-dimethoxymethyl-benzisoxazole ClC1=C(NC2=NOC3=C2C=CC(=C3)C(OC)OC)C=CC=C1Br